methyl (2S,5R)-5-(N-benzyloxy-p-nitrobenzenesulfonylamino)-piperidine-2-carboxylate C(C1=CC=CC=C1)ON([C@@H]1CC[C@H](NC1)C(=O)OC)S(=O)(=O)C1=CC=C(C=C1)[N+](=O)[O-]